(S)-4-((1-(4-cyano-3-fluorophenyl)pyrrolidin-3-yl)methoxy)-2-cyclopropylpyrimidine C(#N)C1=C(C=C(C=C1)N1C[C@H](CC1)COC1=NC(=NC=C1)C1CC1)F